OC1=C(C=CC(=C1)C(F)(F)F)C1=NN=C(C(N1C)=O)N[C@H]1CN(CCC1)C 3-[2-hydroxy-4-(trifluoromethyl)phenyl]-4-methyl-6-[[(3R)-1-methyl-3-piperidyl]amino]-1,2,4-triazin-5-one